C(C)OC(=O)C1(OC=C(C1)C1=CC(=CC(=C1)F)F)C 4-(3,5-difluorophenyl)-2-methyl-3H-furan-2-carboxylic acid ethyl ester